FC=1C=C2C(=C(NC2=CC1)C(=O)OCC(C)C)C=1N=NN(C1)CC1CCN(CC1)CC1=CC(=C(C=C1)OC1=CC(=CC=C1)C(C)C)C(C)C Isobutyl 5-fluoro-3-(1-((1-(3-isopropyl-4-(3-isopropylphenoxy)benzyl)piperidin-4-yl)methyl)-1H-1,2,3-triazol-4-yl)-1H-indole-2-carboxylate